BrC1=CC2=C(C[C@H](CO2)NC(OCC2=CC=CC=C2)=O)C=C1 cis-benzyl N-[(3R)-7-bromo-3,4-dihydro-2H-1-benzopyran-3-yl]carbamate